2-[2-Fluoro-6-(propan-2-ylamino)pyridin-3-yl]-N-[(3S)-2-oxo-5-phenyl-1,3-dihydro-1,4-benzodiazepin-3-yl]pyrazolo[1,5-a]-pyrimidine-3-carboxamide FC1=NC(=CC=C1C1=NN2C(N=CC=C2)=C1C(=O)N[C@@H]1C(NC2=C(C(=N1)C1=CC=CC=C1)C=CC=C2)=O)NC(C)C